ClC1=C2C(=NN(C2=C(C=C1)[N+](=O)[O-])C)N(S(=O)(=O)C)CC1=CC=C(C=C1)OC N-(4-chloro-1-methyl-7-nitro-1H-indazol-3-yl)-N-(4-methoxybenzyl)methanesulfonamide